O[C@@H]1C(N(CC1)C)=O (3S)-3-hydroxy-1-methyl-pyrrolidin-2-one